N-(4-((6-amino-5-fluoropyrimidin-4-yl)oxy)-3-fluorophenyl)-2-oxo-1-(4-(trifluoromethoxy)phenyl)-1,2-dihydropyridine-3-carboxamide NC1=C(C(=NC=N1)OC1=C(C=C(C=C1)NC(=O)C=1C(N(C=CC1)C1=CC=C(C=C1)OC(F)(F)F)=O)F)F